C[C@H]1N([C@H](CN(C1)C1=NC2=CC=CC=C2N=C1)C)C(=O)Cl (2R,6S)-2,6-dimethyl-4-(quinoxalin-2-yl)piperazine-1-carbonyl chloride